1-((5-(aminomethyl)pyridin-2-yl)methyl)-2-butyl-7-isopropoxy-1H-imidazo[4,5-d]pyridazin-4-amine NCC=1C=CC(=NC1)CN1C(=NC=2C1=C(N=NC2N)OC(C)C)CCCC